FC1=C(C2=C(N=C(O2)[C@H]2N(CCC3=C2N=CN3)C(=O)C3=C(N=C(O3)C(C)(C)O)C(F)F)C=C1)F (S)-(4-(6,7-difluorobenzo[d]oxazol-2-yl)-6,7-dihydro-1H-imidazo[4,5-c]pyridin-5(4H)-yl)(4-(difluoromethyl)-2-(2-hydroxypropan-2-yl)oxazol-5-yl)methanone